N(=[N+]=[N-])C1=C(C=[N+](C(=C1)C1=CC=C(C=C1)C(C)(C)C)[O-])C(=O)OC methyl 4-azido-6-(4-tert-butylphenyl)-1-oxido-pyridin-1-ium-3-carboxylate